4-(6-(6-Fluoropyridin-3-yl)imidazo[1,2-a]pyridin-3-yl)-N-(6-(4-isopropylpiperazin-1-yl)pyridin-3-yl)pyrimidin-2-amine FC1=CC=C(C=N1)C=1C=CC=2N(C1)C(=CN2)C2=NC(=NC=C2)NC=2C=NC(=CC2)N2CCN(CC2)C(C)C